FC1=CC=2N=C(SC2C=2C[C@@](OC21)(C)CNC(OC(C)(C)C)=O)C2=C1N=CC(=NC1=CC(=C2)C)OC (S)-tert-butyl ((5-fluoro-2-(2-methoxy-7-methylquinoxalin-5-yl)-7-methyl-7,8-dihydrobenzofuro[5,4-d]thiazol-7-yl)methyl)carbamate